(E)-4-methyl-3,4-dihydronaphthalen-1(2H)-one oxime CC1CC\C(\C2=CC=CC=C12)=N/O